(N'-hydroxycarbamimidoyl)-4-methylbenzoic acid methyl ester COC(C1=C(C=C(C=C1)C)C(N)=NO)=O